ClC1=NC(=C2C(=N1)N(N=C2)C2OCCCC2)OCC2=CC(=C(C=C2)C=2N(C=C(N2)C(F)(F)F)C)F 6-chloro-4-[[3-fluoro-4-[1-methyl-4-(trifluoromethyl)imidazol-2-yl]phenyl]methoxy]-1-tetrahydropyran-2-yl-pyrazolo[3,4-d]pyrimidine